methyl 6'-chloro-5-(((1R,2R)-2-((2S,4S)-4-hydroxytetrahydro-2H-pyran-2-yl)cyclobutyl)methyl)-3',4,4',5-tetrahydro-2H,2'H-spiro[benzo[b][1,4]oxazepine-3,1'-naphthalene]-7-carboxylate ClC=1C=C2CCCC3(C2=CC1)CN(C1=C(OC3)C=CC(=C1)C(=O)OC)C[C@H]1[C@@H](CC1)[C@H]1OCC[C@@H](C1)O